C1CNC(=O)NC1 tetrahydropyrimidinone